1,2,3,9-nonantetrol C(C(C(CCCCCCO)O)O)O